Methylhydrazine sulfuric acid salt S(O)(O)(=O)=O.CNN